ClC=1C=C(N)C=CC1C1=CC(=NO1)C(F)(F)F 3-chloro-4-(3-(trifluoromethyl)isoxazol-5-yl)aniline